[Zn+2].N1C(=CC2=CC=CC=C12)C(=O)[O-].N1C(=CC2=CC=CC=C12)C(=O)[O-] indoloic acid zinc salt